N1-(8-bromo-1-methyl-2-oxo-2,3,4,5-tetrahydro-1H-benzo[b]azepin-3-yl)-N2-phenethyloxalamide BrC=1C=CC2=C(N(C(C(CC2)NC(C(=O)NCCC2=CC=CC=C2)=O)=O)C)C1